C1(CC1)NC(=O)C=1C(=C2C=CC(OC2=CC1CCCCC)(CCC=C(C)C)C)O N-cyclopropyl-5-hydroxy-2-methyl-2-(4-methylpent-3-en-1-yl)-7-pentyl-2H-chromene-6-carboxamide